2-(4-bromo-2-chlorophenyl)oxapropylene BrC1=CC(=C(C=C1)C(=O)C)Cl